C(=C)OCCCN 3-(vinyloxy)propan-1-amine